2-hydroxy-3,7,8-trichlorodibenzo-4-dioxin C1=C(C(=CC2=C1OC3=CC(=C(C=C3O2)Cl)Cl)Cl)O